(1s,3s)-3-(5-cyanobenzo[d]thiazol-4-yl)cyclobutyl ((2-(2,6-dioxopiperidin-3-yl)-4-fluoro-3-oxoisoindolin-5-yl)methyl)carbamate O=C1NC(CC[C@@H]1N1CC2=CC=C(C(=C2C1=O)F)CNC(OC1CC(C1)C1=C(C=CC2=C1N=CS2)C#N)=O)=O